6-t-butyl-2,4-dimethylphenol C(C)(C)(C)C1=CC(=CC(=C1O)C)C